2-(9H-fluoren-9-ylidene)acetaldehyde C1=CC=CC=2C3=CC=CC=C3C(C12)=CC=O